2-cyclopropyl-4-(6-((6-iodo-3H-imidazo[4,5-b]pyridin-3-yl)methyl)-8-methoxy-2,3-dihydrobenzo[b][1,4]dioxin-2-yl)thiazole C1(CC1)C=1SC=C(N1)C1COC2=C(O1)C(=CC(=C2)CN2C=NC=1C2=NC=C(C1)I)OC